(7-methyl-2,3-dihydrobenzo[b][1,4]dioxin-2-yl)methanol CC=1C=CC2=C(OC(CO2)CO)C1